4-((cyclopropyl-(oxiran-2-ylmethyl)amino)methyl)benzonitrile C1(CC1)N(CC1OC1)CC1=CC=C(C#N)C=C1